1-(2-hexyldecyl) 11-(1-(hexylthio)octan-2-yl) 6-((4-((tert-butyldiphenylsilyl)oxy)butyl)-amino)undecanedioate [Si](C1=CC=CC=C1)(C1=CC=CC=C1)(C(C)(C)C)OCCCCNC(CCCCC(=O)OCC(CCCCCCCC)CCCCCC)CCCCC(=O)OC(CSCCCCCC)CCCCCC